2-(2-fluorobenzyl)-3-hydroxy-2,6-dihydro-7H-pyrazolo[3,4-d]pyridazin-7-one FC1=C(CN2N=C3C(NN=CC3=C2O)=O)C=CC=C1